C(=O)(OC(C)(C)C)N[C@@H](CC1=CC=CC=C1)C(=[18O])[18OH] N-Boc-L-phenylalanine-18O2